TRIAZOL-BISPHOSPHONAT N1N=NC(=C1P([O-])(=O)[O-])P([O-])(=O)[O-]